7-methyl-2-((6-methylbenzo[c][1,2,5]thiadiazol-5-yl)amino)-9-phenyl-7,9-dihydro-8H-purine-8-one CN1C(N(C2=NC(=NC=C12)NC1=CC=2C(=NSN2)C=C1C)C1=CC=CC=C1)=O